N[C@@H]1C2=CC=CC=C2CC12CCN(CC2)C2=CC(=C(C(=N2)C)Cl)C(=C)C2=NNC=C2 (S)-6-(1-amino-1,3-dihydrospiro[indene-2,4'-piperidine]-1'-yl)-3-(1-(3-chloro-2-methylpyridin-4-yl)vinyl)-1H-pyrazole